4-methoxy-3-(1-(2-(2-methoxyphenyl)-2-((tetrahydro-2H-pyran-4-yl)oxy)ethyl)-5-methyl-6-(oxazol-2-yl)-2,4-dioxo-1,4-dihydrothieno[2,3-d]pyrimidin-3(2H)-yl)benzoic acid COC1=C(C=C(C(=O)O)C=C1)N1C(N(C2=C(C1=O)C(=C(S2)C=2OC=CN2)C)CC(OC2CCOCC2)C2=C(C=CC=C2)OC)=O